CC(C)C1COC(=N1)[C]2[CH][CH][CH][C]2P(C3=CC=CC=C3)C4=CC=CC=C4.[CH]1[CH][CH][CH][CH]1.[Fe] (S)-1-(diphenylphosphino)-2-[(S)-4-isopropyloxazolin-2-yl]ferrocene